COC(C1=C(C=CC(=C1)N)C=1C=NN(C1)[C@@H](C)CC)=O.C(=C)[Si](OC(C)C)(C=C)C=C trivinyl-isopropoxysilane Methyl-5-amino-2-{1-[(2S)-butan-2-yl]-1H-pyrazol-4-yl}benzoate